C1(=CC(=CC=C1)[2H])NC(C)=O N-(phenyl-3-d)acetamide